C(CC=C)OC(=O)C1=C[C@H]([C@@H](CC1)C(=C)C)C1=C(C=C(C=C1O)CCCCC)O (3R-trans)-3-(2,6-dihydroxy-4-pentylphenyl)-4-(1-methylethenyl)-1-cyclohexene-1-carboxylic acid 3-butenyl ester